3-(2-Boronoethyl)-2-hydroxy-6-({1-[(2S)-oxazolidine-2-carbonyl]azetidin-3-yl}oxy)benzoic acid B(O)(O)CCC=1C(=C(C(=O)O)C(=CC1)OC1CN(C1)C(=O)[C@@H]1OCCN1)O